(S)-2-methyl-N-((1-methylcyclopropyl)methylene)propane-2-sulfinamide CC(C)(C)[S@](=O)N=CC1(CC1)C